5-{(3S,5S)-5-methyl-1-[2-(1-methyl-piperidin-4-yl)-acetyl]-piperidin-3-yl}-quinoline-8-carbonitrile C[C@H]1C[C@H](CN(C1)C(CC1CCN(CC1)C)=O)C1=C2C=CC=NC2=C(C=C1)C#N